(E)-4,4-difluoro-1-(3-(4-((3-methyl-4-((1-methyl-1H-benzo[d][1,2,3]triazol-5-yl)oxy)phenyl)amino)pyrido[3,2-d]pyrimidin-6-yl)-3,8-diazabicyclo[3.2.1]octan-8-yl)but-2-en-1-one FC(/C=C/C(=O)N1C2CN(CC1CC2)C=2C=CC=1N=CN=C(C1N2)NC2=CC(=C(C=C2)OC2=CC1=C(N(N=N1)C)C=C2)C)F